C(C)(C)(C)OC(=O)NC[C@@H]([C@@H](C(=O)O)NC(=O)OCC1C2=CC=CC=C2C=2C=CC=CC12)O (2S,3S)-4-(tert-butoxycarbonylamino)-2-(9H-fluoren-9-ylmethoxycarbonylamino)-3-hydroxy-butanoic acid